FC1=CC=CC=2C(N3C(NC12)=CC(=N3)C(=O)OCC)=O ethyl 5-fluoro-9-oxo-4,9-dihydropyrazolo[5,1-b]quinazoline-2-carboxylate